BrC1=CC(=C2C(=CC=NC2=C1)Cl)C 7-Bromo-4-chloro-5-methylquinoline